Cl.C(#N)C1=CC=C(C=C1)C1=CC=C(C=C1)C1=CC=C(N1)C(=O)N (2S,5R)-5-[4-(4-cyanophenyl)phenyl]-1H-pyrrole-2-carboxamide hydrochloride